4'-[(2-methylpropan-2-enoyl)oxy][1,1'-biphenyl]-4-carboxylic acid CC(C(=O)OC1=CC=C(C=C1)C1=CC=C(C=C1)C(=O)O)=C